N-(4-ethoxy-2-(2-methylthiazol-5-yl)quinolin-6-yl)oxetane-3-carboxamide C(C)OC1=CC(=NC2=CC=C(C=C12)NC(=O)C1COC1)C1=CN=C(S1)C